C1(CC1)C1=NN2C(N(C3=C(C2=O)CN(C3=O)C(C)C)CC(=O)OC(C)(C)C)=C1 tert-butyl (2-cyclopropyl-6-isopropyl-5,8-dioxo-5,6,7,8-tetrahydro-4H-pyrazolo[1,5-a]pyrrolo[3,4-d]pyrimidin-4-yl)acetate